(2Z)-6-chloro-1,1-dipropoxy-2-hexene ClCCC\C=C/C(OCCC)OCCC